(3S,4S)-4-Fluoro-1-methylpyrrolidin-3-yl (8-amino-7-fluoro-6-(8-methyl-2,3-dihydro-1H-pyrido[2,3-b][1,4]oxazin-7-yl)isoquinolin-3-yl)carbamate NC=1C(=C(C=C2C=C(N=CC12)NC(O[C@H]1CN(C[C@@H]1F)C)=O)C1=C(C2=C(OCCN2)N=C1)C)F